NC1=NC=2C=CC(=CC2C=2N1C=NN2)C(=O)N(CC2=NC=C(C=C2)C(F)(F)F)CC 5-amino-N-ethyl-N-((5-(trifluoromethyl)pyridin-2-yl)methyl)-[1,2,4]triazolo[4,3-c]quinazoline-9-carboxamide